[Ag].[Cu].[Zr].[Cr] chromium-zirconium-copper-silver